OC1(C2(CC(C1)C2)C(=O)[O-])C hydroxy-methylbicyclo[2.1.1]hexane-1-carboxylate